C(C)(C)N1C(CCC1=O)C(=O)NC1=C(C=CC(=C1)OC1=CC=C(C=C1)C(F)(F)F)OC 1-Isopropyl-N-(2-methoxy-5-(4-(trifluoromethyl)phenoxy)phenyl)-5-oxo-pyrrolidine-2-carboxamide